N-(3-(2,4-Difluoro-3-(methoxymethoxy)-5-(trifluoromethyl)phenyl)-1-methyl-1H-pyrazolo[3,4-d]pyrimidin-6-yl)-N-methyl-1-(methylsulfonyl)-1,2,3,4-tetrahydroquinolin-3-amine FC1=C(C=C(C(=C1OCOC)F)C(F)(F)F)C1=NN(C2=NC(=NC=C21)N(C2CN(C1=CC=CC=C1C2)S(=O)(=O)C)C)C